O=C(CCSSC1=NC=CC=C1)NCCCCCC(=O)O 6-[[1-oxo-3-(2-pyridyldithio)propyl]amino]-hexanoic acid